6-chloro-3-(((1R)-1-(2-cyano-3-(4-(3-cyanophenyl)-2-methylpiperazin-1-yl)-7-methylquinoxalin-5-yl)ethyl)amino)picolinic acid ClC1=CC=C(C(=N1)C(=O)O)N[C@H](C)C1=C2N=C(C(=NC2=CC(=C1)C)C#N)N1C(CN(CC1)C1=CC(=CC=C1)C#N)C